CN1C=C(C2=CC=CC=C12)C 1,3-dimethyl-1H-indole